3-((1r,5s)-3-(5-((5-methyl-1H-pyrazol-3-yl)amino)-[1,2,4]triazolo[1,5-a]pyridin-2-yl)-3,8-diazabicyclo[3.2.1]oct-8-yl)propionitrile CC1=CC(=NN1)NC1=CC=CC=2N1N=C(N2)N2C[C@H]1CC[C@@H](C2)N1CCC#N